genistein phosphonate P(O)(O)=O.O1C=C(C(=O)C=2C(O)=CC(O)=CC12)C1=CC=C(O)C=C1